N[C@H]1C[C@H](CCC1)NC(=O)N1CCCC1 |r| (+/-)-cis-N-(3-aminocyclohexyl)pyrrolidine-1-carboxamide